3-(5-(((1R,2R)-2-(3-hydroxyazetidin-1-yl)cyclopentyl)oxy)-1-oxoisoindolin-2-yl)piperidine-2,6-dione OC1CN(C1)[C@H]1[C@@H](CCC1)OC=1C=C2CN(C(C2=CC1)=O)C1C(NC(CC1)=O)=O